tert-butyl (S)-2-butylpiperazine-1-carboxylate C(CCC)[C@@H]1N(CCNC1)C(=O)OC(C)(C)C